2-Bromo-5-(6-((6-methoxypyridin-3-yl)methyl)-3,6-diazabicyclo[3.1.1]heptan-3-yl)-1,3,4-thiadiazole BrC=1SC(=NN1)N1CC2N(C(C1)C2)CC=2C=NC(=CC2)OC